C1(=CC=CC=C1)N(C1=CC=C(C=C1)C1=CC=C(C=C1)N1C=2C=CC=CC2CC2=CC=CC=C12)C1=CC=CC=C1 10-(4'-(diphenylamino)biphenyl-4-yl)acridine